CCCC/C=C\CCCCCCCC(=O)OC[C@H](COP(=O)([O-])OCC[N+](C)(C)C)OC(=O)CCCCCCC/C=C\CCCC 1,2-Di-(9Z-tetradecenoyl)-sn-glycero-3-phosphocholine